4-chloro-5-nitro-1-(p-toluenesulfonyl)pyrrolo[2,3-b]pyridine ClC1=C2C(=NC=C1[N+](=O)[O-])N(C=C2)S(=O)(=O)C2=CC=C(C)C=C2